N-(6-(6,7-dibromo-5,8-dioxo-2,3,5,8-tetrahydro-1H-pyrazolo[1,2-a]pyridazine-2-carboxamido)hexanoyl)-N-methyl-L-alaninate BrC=1C(N2N(C(C1Br)=O)CC(C2)C(=O)NCCCCCC(=O)N([C@@H](C)C(=O)[O-])C)=O